N-((4-((5-chloropyridin-2-yl)oxy)-3-methylphenyl)carbamoyl)-3-methoxy-3-methylcyclobutane-1-carboxamide ClC=1C=CC(=NC1)OC1=C(C=C(C=C1)NC(=O)NC(=O)C1CC(C1)(C)OC)C